BrC=1C=C2CCC(C2=CC1F)(C)C 5-Bromo-6-fluoro-1,1-dimethyl-2,3-dihydro-1H-indene